C1(CC1)C1OCCC(C1)=O 2-cyclopropyltetrahydro-4H-pyran-4-one